ClC=1C=CC2=C(N(C3=C(CC2)C=CC=C3)CCCN(S(=O)(=O)C3=CC=C(C=C3)NC(CCOCCOCCOCCNC(OC(C)(C)C)=O)=O)C)C1 tert-butyl (2-(2-(2-(3-((4-(N-(3-(3-chloro-10,11-dihydro-5H-dibenzo[b,f]azepin-5-yl)propyl)-N-methylsulfamoyl)phenyl)amino)-3-oxopropoxy)ethoxy)ethoxy)ethyl)carbamate